C(C)S(=O)(=O)C1=CC=C(C=C1)[C@H](CO)NC(=O)C=1C=NC(=NC1)N1[C@@H](C[C@H](C1)OC1=CC=C(C=C1)C(F)(F)F)COC(F)(F)F N-((R)-1-(4-(ethylsulfonyl)phenyl)-2-hydroxyethyl)-2-((2S,4R)-2-((trifluoromethoxy)methyl)-4-(4-(trifluoromethyl)phenoxy)pyrrolidin-1-yl)pyrimidine-5-carboxamide